N-(5-(2-(4-(trifluoromethyl)phenoxy)ethyl)-1H-indol-3-yl)picolinamide FC(C1=CC=C(OCCC=2C=C3C(=CNC3=CC2)NC(C2=NC=CC=C2)=O)C=C1)(F)F